C(C)(C)(C)OC(=O)NCCCN1N=C(C(=C1C(=O)OCC)C(F)(F)F)C1=CC=CC=C1 ethyl 1-(3-((tert-butoxycarbonyl)amino)propyl)-3-phenyl-4-(trifluoromethyl)-1H-pyrazole-5-carboxylate